NC=1C(=C(C=CC1)C(F)(F)C1=CC=CC=C1)N diaminodiphenyldifluoromethane